C1(=CC=CC=C1)N(C1=CC(=CC=C1)C=C)C1=CC=CC=C1 N,N-diphenyl-3-vinylaniline